COC(C(CC(=O)OC)=CC1=CC(=CC=C1)OCCC)=O 3-propoxybenzylidenesuccinic acid dimethyl ester